N1CNCC12CCN(CC2)C(=O)[O-] 1,3,8-triazaspiro[4.5]decane-8-carboxylate